8-(tert-butyl) 3-(2-(trimethylsilyl)ethyl) (1S,2S,5R)-2-(but-1-en-2-yl)-3,8-diazabicyclo[3.2.1]octane-3,8-dicarboxylate C=C(CC)[C@H]1[C@@H]2CC[C@H](CN1C(=O)OCC[Si](C)(C)C)N2C(=O)OC(C)(C)C